(trimethylsilyl) phosphonite P(O[Si](C)(C)C)[O-]